(±)-4,5-dichloro-1-methyl-N-[1-(methylcarbamoylsulfamoyl)-3-phenyl-3-piperidyl]indole-2-carboxamide ClC1=C2C=C(N(C2=CC=C1Cl)C)C(=O)N[C@@]1(CN(CCC1)S(NC(NC)=O)(=O)=O)C1=CC=CC=C1 |r|